6-[7-tert-butyl-3-(5-methylisoxazol-3-yl)-[1,2,4]triazolo[4,3-b]pyridazin-6-yloxymethyl]-N-isopropylnicotinamide C(C)(C)(C)C1=CC=2N(N=C1OCC1=NC=C(C(=O)NC(C)C)C=C1)C(=NN2)C2=NOC(=C2)C